1-((2,4-Dimethoxyphenyl)sulfonyl)-4-phenylpiperidine COC1=C(C=CC(=C1)OC)S(=O)(=O)N1CCC(CC1)C1=CC=CC=C1